C1CCN2CCC(CC12)C=1C=C2CN(C(C2=CC1)=O)N1C(CCCC1=O)=O (5-(octahydroindolizin-7-yl)-1-oxoisoindolin-2-yl)piperidine-2,6-dione